C(#C)C1=NC=C(C(=N1)C1=NC=2C=CC3=C(C2C=C1)C1=C(S3)C(N[C@@H](CN1)C)=O)C (R)-3-(2-ethynyl-5-methylpyrimidin-4-yl)-10-methyl-9,10,11,12-tetrahydro-8H-[1,4]diazepino[5',6':4,5]thieno[3,2-f]quinolin-8-one